6-benzyl-4-((5-(2,4,5-trifluoro-3-hydroxyphenyl)-1,3,4-thiadiazol-2-yl)methyl)-4,6-diazaspiro[2.4]heptane-5,7-dione C(C1=CC=CC=C1)N1C(N(C2(CC2)C1=O)CC=1SC(=NN1)C1=C(C(=C(C(=C1)F)F)O)F)=O